FC1=CC=C(C=C1)C(C)C1=C(C=CC=C1)O 2-(1-(4-fluorophenyl)ethyl)phenol